2-(4-cyclobutylphenyl)-9-methoxy-2,3,4,5a,6,7,8,9-octahydro-5H-1,2,5,7-tetraazabenzo[cd]azulene-5-carboxylate C1(CCC1)C1=CC=C(C=C1)N1N=C2C(CNCC3C2=C1CCN3C(=O)[O-])OC